ClC=1C=C2C(=CNC2=CC1)CCOC=1C2=C(N=C(N1)C=1C=NC=CC1)SC=N2 3-(7-(2-(5-chloro-1H-indol-3-yl)ethoxy)thiazolo[5,4-d]pyrimidin-5-yl)pyridin